(S)-N'-(((R)-3-(methoxymethyl)-1,2,3,5,6,7-hexahydro-s-indacen-4-yl)carbamoyl)-2,3-dihydropyrazolo[5,1-b]oxazole-7-sulfonimidamide COC[C@@H]1CCC2=CC=3CCCC3C(=C12)NC(=O)N=[S@@](=O)(N)C=1C=NN2C1OCC2